C(C)(C)(C)NC1=NC(=CC(=C1)C=1C=C(C=CC1C)NC(=O)N1C[C@@H](CC1)CC(F)(F)F)N1CCOCC1 (3S)-N-[3-[2-(tert-butylamino)-6-(morpholin-4-yl)pyridin-4-yl]-4-methylphenyl]-3-(2,2,2-trifluoroethyl)pyrrolidine-1-carboxamide